[C@@H]1([C@H](O)[C@H](O)[C@@H](CO)O1)N1C(=S)NC(=S)C=C1 2,4-dithiouridine